[Cr].O=C(O)[C@@H](N)CC1=CC=C(O)C(O)=C1 (L-dopa) chromium